N-[(1R,3S)-3-{[6-chloro-2-(trifluoromethyl)quinolin-4-yl]amino}cyclohexyl]-4-fluoro-2H-indazole-5-carboxamide ClC=1C=C2C(=CC(=NC2=CC1)C(F)(F)F)N[C@@H]1C[C@@H](CCC1)NC(=O)C1=C(C2=CNN=C2C=C1)F